BrC1=C(C=CC=C1)N1C=NC(=C1)C1=NC(=NC=C1C(F)(F)F)NC1CCN(CC1)S(=O)(=O)C 4-(1-(2-bromophenyl)-1H-imidazol-4-yl)-N-(1-(methylsulfonyl)piperidin-4-yl)-5-(trifluoromethyl)pyrimidin-2-amine